2-(4,4-difluoropiperidin-1-yl)-N-(2-sulfamoylpyridin-4-yl)-5-(trifluoromethyl)nicotinamide FC1(CCN(CC1)C1=C(C(=O)NC2=CC(=NC=C2)S(N)(=O)=O)C=C(C=N1)C(F)(F)F)F